BrC=1N=C2N(N1)[C@H](CC2(F)F)C2=CC=CC=C2 (5R)-2-bromo-7,7-difluoro-5-phenyl-5,6-dihydropyrrolo[1,2-b][1,2,4]triazole